4,4'-bis(dimethylsilyl)biphenyl tert-butyl-(2S,5S)-5-(4-(6-chloro-4-oxo-3,4-dihydro-7H-pyrrolo[2,3-d]pyrimidin-7-yl)phenyl)-2-methylmorpholine-4-carboxylate C(C)(C)(C)OC(=O)N1C[C@@H](OC[C@@H]1C1=CC=C(C=C1)N1C(=CC2=C1N=CNC2=O)Cl)C.C[SiH](C2=CC=C(C=C2)C2=CC=C(C=C2)[SiH](C)C)C